FC(CN1C=CC2=CC(=CC=C12)[N+](=O)[O-])(C)F 1-(2,2-difluoropropyl)-5-nitro-1H-indole